[Na].CN(CCO)C N,N-dimethyl-ethanolamine sodium